diguanosine monophosphate P(=O)(O)(O)O.[C@@H]1([C@H](O)[C@H](O)[C@@H](CO)O1)N1C=NC=2C(=O)NC(N)=NC12.[C@@H]1([C@H](O)[C@H](O)[C@@H](CO)O1)N1C=NC=2C(=O)NC(N)=NC12